C(#N)C1=CC=C(CNC(=O)C2=NN(C=3C(N(CCC32)CC3(CC3)S(=O)(=O)C3CC3)=O)CCCO)C=C1 N-(4-cyanobenzyl)-6-((1-(cyclopropylsulfonyl)cyclopropyl)methyl)-1-(3-hydroxypropyl)-7-oxo-4,5,6,7-tetrahydro-1H-pyrazolo[3,4-c]Pyridine-3-carboxamide